OCCC(C(C(=O)N)(CCCO)OCCCCCCCCCCCCCCCC)CCCCCCCCCCCCC hydroxyethyl-palmitoxyhydroxypropyl-palmitamide